2,3-xylenol C1(=C(C(=CC=C1)C)C)O